CC(=CC1=CC=CC=C1)Br methyl-bromostyrene